6-(methyl-(1-methylpiperidin-4-yl)amino)nicotinonitrile CN(C1=NC=C(C#N)C=C1)C1CCN(CC1)C